ON=C(C1=CC=C(C=C1)C1(OCCO1)C)N N'-hydroxy-4-(2-methyl-1,3-dioxolan-2-yl)benzimidamide